(S)-4-Methyl-4-(8-(prop-1-yn-1-yl)dibenzo[b,d]thiophen-2-yl)-1,3-thiazinan-2-imine C[C@@]1(NC(SCC1)=N)C1=CC2=C(SC3=C2C=C(C=C3)C#CC)C=C1